N-(4-(2-(3,8-diazabicyclo[3.2.1]octan-8-yl)pyrimidin-5-yl)-5-methylthiazol-2-yl)-2-(1,3-dimethyl-2,4-dioxo-1,2,3,4-tetrahydrothieno[2,3-D]pyrimidin-5-yl)acetamide C12CNCC(CC1)N2C2=NC=C(C=N2)C=2N=C(SC2C)NC(CC2=CSC=1N(C(N(C(C12)=O)C)=O)C)=O